E-β-hydroxybutyrate OC(CC(=O)[O-])C